Cl.FC1=C(C=CC(=C1)F)C=1CCNCC1 4-(2,4-difluorophenyl)-1,2,3,6-tetrahydropyridine hydrochloride